tert-butyl (6-(((1-((3-((2,3-dihydro-1H-inden-2-yl)carbamoyl)pyrazin-2-yl)carbamoyl)piperidin-4-yl)methyl)amino)-6-oxohexyl)carbamate C1C(CC2=CC=CC=C12)NC(=O)C=1C(=NC=CN1)NC(=O)N1CCC(CC1)CNC(CCCCCNC(OC(C)(C)C)=O)=O